Cl.Cl.FC1=C(C=C(C=C1C)[N+](=O)[O-])[C@@H](C)NC1=CC(=NC2=CC=C(C=C12)C=1CCNCC1)C (R)-N-(1-(2-fluoro-3-methyl-5-nitrophenyl)ethyl)-2-methyl-6-(1,2,3,6-tetrahydropyridin-4-yl)quinolin-4-amine dihydrochloride